5-Bromo-2-(2-phenoxyphenylamino)pyrimidine BrC=1C=NC(=NC1)NC1=C(C=CC=C1)OC1=CC=CC=C1